NC=1C(=C(C(=S)NC2=NN=NN2C)C=CC1OC(F)F)Cl 3-amino-2-chloro-N-(1-methyltetrazol-5-yl)-4-(difluoromethoxy)thiobenzamide